(1S,2S)-N-(8-amino-6-(4-methoxypyridin-3-yl)-2,7-naphthyridin-3-yl)-2-fluorocyclopropaneCarboxamide NC=1N=C(C=C2C=C(N=CC12)NC(=O)[C@H]1[C@H](C1)F)C=1C=NC=CC1OC